N-(2-((R)-4-Cyanothiazolidin-3-yl)-2-oxoethyl)-6-((S)-2-((methylsulfonyl)-methyl)morpholino)quinoline-4-carboxamide C(#N)[C@H]1N(CSC1)C(CNC(=O)C1=CC=NC2=CC=C(C=C12)N1C[C@H](OCC1)CS(=O)(=O)C)=O